(R)-3-(3,3-difluoroazetidin-1-yl)-3-(4-hydroxyphenyl)-7-(trifluoromethyl)indol-2-one tert-butyl-(2-(5-bromo-6-methylpyrazin-2-yl)propan-2-yl)carbamate C(C)(C)(C)N(C(O)=O)C(C)(C)C1=NC(=C(N=C1)Br)C.FC1(CN(C1)[C@]1(C(NC2=C(C=CC=C12)C(F)(F)F)=O)C1=CC=C(C=C1)O)F